4,4'-diamino-3,3'-dicarboxyl-5,5'-dimethoxybiphenyl NC1=C(C=C(C=C1OC)C1=CC(=C(C(=C1)OC)N)C(=O)O)C(=O)O